P(=O)(OCCCCC(=O)O)([O-])[O-] (2-carboxyethyl)ethyl phosphate